ClC1=C(C=CC(=C1)Cl)C=1CCCC2=C(C1C1=CC=C(C=C1)O[C@@H]1CN(CC1)CCCF)C=CC(=C2)C2=CC=C(C=C2)C(C)(C)O (S)-2-(4-(8-(2,4-dichlorophenyl)-9-(4-((1-(3-fluoropropyl)pyrrolidin-3-yl)oxy)phenyl)-6,7-dihydro-5H-benzo[7]annulen-3-yl)phenyl)propan-2-ol